5-(5-((1R,5S,6r)-6-(1H-1,2,3-triazol-5-yl)-3-azabicyclo[3.1.0]hexan-3-yl)-1,3,4-oxadiazol-2-yl)-N-(5-bromo-2,3-dihydro-1H-inden-2-yl)pyrimidin-2-amine N1N=NC=C1C1[C@H]2CN(C[C@@H]12)C1=NN=C(O1)C=1C=NC(=NC1)NC1CC2=CC=C(C=C2C1)Br